N-(1-(tert-butyl)-1H-pyrazol-4-yl)-2-(2-fluoro-4-((6-((methylthio)methyl)quinolin-4-yl)oxy)phenyl)acetamide C(C)(C)(C)N1N=CC(=C1)NC(CC1=C(C=C(C=C1)OC1=CC=NC2=CC=C(C=C12)CSC)F)=O